p-chlorophenylglycine methyl ester COC(C(N)C1=CC=C(C=C1)Cl)=O